(R)-(1-(5-chloro-3-(1-(2,4-dichlorophenyl)ethyl)-3H-[1,2,3]triazolo[4,5-d]pyrimidin-7-yl)cyclopropyl)carbamic acid tert-butyl ester C(C)(C)(C)OC(NC1(CC1)C=1C2=C(N=C(N1)Cl)N(N=N2)[C@H](C)C2=C(C=C(C=C2)Cl)Cl)=O